C(C=C)(=O)N1C[C@@H](N(CC1)C1=NC=NN2C1=CC(=C(C2=O)C2=C(C(=CC(=C2F)Cl)Cl)N)F)C (S)-4-(4-acryloyl-2-methylpiperazin-1-yl)-7-(2-amino-3,5-dichloro-6-fluorophenyl)-6-fluoro-8H-pyrido[2,1-f][1,2,4]triazin-8-one